2-(4-bromo-3-methylphenoxy)-5-nitropyridine BrC1=C(C=C(OC2=NC=C(C=C2)[N+](=O)[O-])C=C1)C